5-(1H-pyrazol-4-yl)-2-[6-(1,2,3,6-tetrahydropyridin-4-yl)pyridazin-3-yl]Phenol N1N=CC(=C1)C=1C=CC(=C(C1)O)C=1N=NC(=CC1)C=1CCNCC1